(4z,6e)-4,6-undecadien-1-ol C(CC\C=C/C=C/CCCC)O